2-(4-((3-(4-Methoxyphenyl)-5,5-dimethyl-2-oxoimidazolin-1-yl)methyl)-2,6-dimethylphenoxy)-2-methylpropanoic acid ethyl ester C(C)OC(C(C)(C)OC1=C(C=C(C=C1C)CN1C(N(CC1(C)C)C1=CC=C(C=C1)OC)=O)C)=O